(S)-4-((2-methoxyethyl)(4-(5,6,7,8-tetrahydro-1,8-naphthyridin-2-yl)butyl)amino)-2-((5-methoxypyrazin-2-yl)amino)butanoic acid COCCN(CC[C@@H](C(=O)O)NC1=NC=C(N=C1)OC)CCCCC1=NC=2NCCCC2C=C1